ClC1=C(C=CC=C1NC(=O)C1=NN2C([C@H](CCC2)N2CC(C2)C(=O)O)=C1)C1=C(C(=CC=C1)NC=1C2=C(N=C(N1)C(C)C)C=CC=N2)Cl (S)-1-(2-((2,2'-dichloro-3'-((2-isopropylpyrido[3,2-d]pyrimidin-4-yl)amino)-[1,1'-biphenyl]-3-yl)carbamoyl)-4,5,6,7-tetrahydropyrazolo[1,5-a]pyridin-4-yl)azetidine-3-carboxylic acid